3,3-DIMETHOXY-2-(HYDROXYMETHYLENE)PROPIONITRILE SODIUM SALT [Na].COC(C(C#N)=CO)OC